1-bromo-4-(2,2,2-trifluoroethoxy)benzene BrC1=CC=C(C=C1)OCC(F)(F)F